4-chloro-6-(4-fluorophenyl)-5-(4-methyl-quinazolin-6-yl)pyridin-2-amine ClC1=CC(=NC(=C1C=1C=C2C(=NC=NC2=CC1)C)C1=CC=C(C=C1)F)N